4-(4-cyanophenyl)phenol C(#N)C1=CC=C(C=C1)C1=CC=C(C=C1)O